BrC1=CC=C2C(=N1)N(C(=N2)NC(C)=O)CC2=CC=C(C=C2)OC N-(5-bromo-3-(4-methoxybenzyl)-3H-imidazo[4,5-b]pyridin-2-yl)acetamide